mono-methoxybenzonitrile COC1=CC=C(C#N)C=C1